C(C1CO1)OC(C[Si](OCC)(OCC)OCC)C beta-glycidoxypropyl-triethoxysilane